Platinum monopotassium [K].[Pt]